O1C(CCCC1)O[C@@H](C)C=1N(C=CN1)CC1=NOC(=C1)C1=CC=C(C=C1)C#CC=1C=CC(=NC1)CNCCC#N 3-(((5-((4-(3-((2-((1S)-1-((tetrahydro-2H-pyran-2-yl)oxy)ethyl)-1H-imidazol-1-yl)methyl)isoxazol-5-yl)phenyl)ethynyl)pyridin-2-yl)methyl)amino)propionitrile